ClC1=CC=C(C2=C1C=CO2)COC2=NC(=NC=C2F)C2=CCC(CC2)CC(=O)NC=2C=CC(=NC2NC[C@H]2OCC2)C(=O)OC Methyl 5-(2-(4-(4-((4-chlorobenzofuran-7-yl)methoxy)-5-fluoropyrimidin-2-yl)cyclohex-3-en-1-yl)acetamido)-6-((((S)-oxetan-2-yl)methyl)amino)picolinate